ClC=1C=C(NC2(CCC3(C(=CC4=CC=CC=C34)CC(C(F)F)COC3=CC=NC=4CCC[C@H](C34)C)CC2)C(=O)OC)C=CC1 methyl (1r,4R)-4-(3-chloroanilino)-2'-[3,3-difluoro-2-({[(5R)-5-methyl-5,6,7,8-tetrahydroquinolin-4-yl]oxy}methyl)propyl]spiro[cyclohexane-1,1'-indene]-4-carboxylate